1-[(2-isopropyl-5-methyl-phenyl)carbamothioyl]-3-[3-[3-[1-[4-(trifluoromethoxy)phenyl]-1H-1,2,4-triazol-3-yl]phenyl]propyl]urea C(C)(C)C1=C(C=C(C=C1)C)NC(=S)NC(=O)NCCCC1=CC(=CC=C1)C1=NN(C=N1)C1=CC=C(C=C1)OC(F)(F)F